BrC(CCCCCCCCC(=O)[O-])CCCCCC 10-bromohexadecanoate